C(#N)C1=CN=CNC1=O 5-Cyano-6-oxo-1,6-dihydro-pyrimidine